2-(2,6-dioxopiperidin-3-yl)-4-(piperazin-1-yl)isoindolin-1,3-dione hydrochloride Cl.O=C1NC(CCC1N1C(C2=CC=CC(=C2C1=O)N1CCNCC1)=O)=O